CC(C(=O)O)CC(CCC(=O)O)C 2,4-dimethylpimelic acid